5-CHLORO-3-(METHOXYMETHYL)-1-PROPYL-1H-PYRAZOLE-4-CARBALDEHYDE ClC1=C(C(=NN1CCC)COC)C=O